rel-2-((5r,7r,8r)-2,7-dimethyl-3-oxo-2-azaspiro[4.5]decan-8-yl)-N-(imidazo[1,2-b]pyridazin-3-yl)-6-methoxy-2H-indazole-5-carboxamide CN1C[C@@]2(CC1=O)C[C@H]([C@@H](CC2)N2N=C1C=C(C(=CC1=C2)C(=O)NC2=CN=C1N2N=CC=C1)OC)C |o1:3,8,9|